BrC1=CC=CC(=N1)CN(C)C 1-(6-bromopyridin-2-yl)-N,N-dimethylmethylamine